N-[5-[[2-(3,3-dimethylazetidin-1-yl)acetyl]amino]-2-methyl-3-pyridyl]-6-[1-(4-pyridyl)pyrazol-4-yl]triazolo[1,5-a]pyridine-3-carboxamide CC1(CN(C1)CC(=O)NC=1C=C(C(=NC1)C)NC(=O)C=1N=NN2C1C=CC(=C2)C=2C=NN(C2)C2=CC=NC=C2)C